N-(1-(4-(trifluoromethyl)benzyl)-1H-indazol-3-yl)thiazole-5-carboxamide FC(C1=CC=C(CN2N=C(C3=CC=CC=C23)NC(=O)C2=CN=CS2)C=C1)(F)F